2,4,6-trifluorobromobenzene tert-butyl-4,4-difluoro-3-[4-[5-(trifluoromethyl)pyrimidin-2-yl]piperazine-1-carbonyl]piperidine-1-carboxylate C(C)(C)(C)OC(=O)N1CC(C(CC1)(F)F)C(=O)N1CCN(CC1)C1=NC=C(C=N1)C(F)(F)F.FC1=C(C(=CC(=C1)F)F)Br